C[C@H]1CC[C@@H]2[C@H]([C@@H]3[C@@H]4[C@H]2[C@H]1CC=C4C(=O)O3)C The molecule is a sesquiterpene lactone isolated from the leaves of Eremophila mitchellii. It has a role as a plant metabolite. It is an organic heterotetracyclic compound and a sesquiterpene lactone.